COC(=O)C1CN(CC1)C(=O)OC(C)(C)C pyrrolidine-1,3-dicarboxylic acid 1-(tert-butyl) ester 3-methyl ester